Cl.O1COC2=C1C=CC(=C2)CCNC(=N)N 1-(1,3-Benzodioxol-5-ylethyl)guanidine hydrochloride